(4-((3-(difluoromethyl)-2-oxo-2,3-dihydro-1H-benzo[d]imidazol-1-yl)methyl)phenyl)methanaminium chloride [Cl-].FC(N1C(N(C2=C1C=CC=C2)CC2=CC=C(C=C2)C[NH3+])=O)F